Tert-butyl (3-(methylamino)propyl)carbamate CNCCCNC(OC(C)(C)C)=O